FC(C=1OC(=NN1)C1=CC(=C(C=C1)CN1N=NC(=C1)C1=CC=CC=C1)F)F 2-(difluoromethyl)-5-(3-fluoro-4-((4-phenyl-1H-1,2,3-triazol-1-yl)methyl)phenyl)-1,3,4-oxadiazole